trans-3-fluoro-1-([1,2,4]triazolo[1,5-c]pyrimidin-5-yl-4-piperidyl)methanone F[C@@H]1CN(CC[C@H]1C=O)C1=NC=CC=2N1N=CN2